t-butoxy oxide C(C)(C)(C)OOOC(C)(C)C